2-{[cis-2-[benzyl(carboxymethyl)amino]cyclohexyl](carboxymethyl)amino}acetic acid C(C1=CC=CC=C1)N([C@@H]1[C@@H](CCCC1)N(CC(=O)O)CC(=O)O)CC(=O)O